IC=1C=C(C=CC1C)NC(C1=CC(=CC=C1)C(F)(F)F)=O N-(3-iodo-4-methylphenyl)-3-(trifluoromethyl)benzamide